diethyl (4-(5-(trifluoromethyl)-1,2,4-oxadiazol-3-yl)benzyl)phosphoramidate FC(C1=NC(=NO1)C1=CC=C(CNP(OCC)(OCC)=O)C=C1)(F)F